rac-Formic acid C(=O)O